N1CC(C1)CN1CCC2(CC1)COC1=C3CN(C(C3=CC=C12)=O)[C@H]1C(NC(CC1)=O)=O (R)-3-(1'-(azetidin-3-ylmethyl)-6-oxo-6,8-dihydro-2H,7H-spiro[furo[2,3-e]isoindole-3,4'-piperidin]-7-yl)piperidine-2,6-dione